methyl 5-cyclobutyl-2-((6-fluoro-2-methylpyridin-3-yl)oxy)-4-methylnicotinate C1(CCC1)C=1C=NC(=C(C(=O)OC)C1C)OC=1C(=NC(=CC1)F)C